4-[(1S,3S)-2,2-dimethyl-3-{3-[2-(trifluoromethyl)pyridin-3-yl]-1,2,4-oxadiazol-5-yl}cyclopropyl]benzenesulfonamide CC1([C@H]([C@@H]1C1=NC(=NO1)C=1C(=NC=CC1)C(F)(F)F)C1=CC=C(C=C1)S(=O)(=O)N)C